((3-Methoxycyclobutoxy)methyl)benzene COC1CC(C1)OCC1=CC=CC=C1